3-phenyl-1-(2-thienyl)hept-6-en-1-yn-3-ol C1(=CC=CC=C1)C(C#CC=1SC=CC1)(CCC=C)O